1-(1-methanesulfonylpiperazin-2-yl)cyclopropanecarboxylic acid methyl ester COC(=O)C1(CC1)C1N(CCNC1)S(=O)(=O)C